CC1=C(C2=C(C(N(C=C2C#CC(C(F)(F)F)(C2=CC=CC=C2)O)C)=O)N1)C(=O)OC(CC#N)(C)C (2-cyano-1,1-dimethyl-ethyl) 2,6-dimethyl-7-oxo-4-(4,4,4-trifluoro-3-hydroxy-3-phenyl-but-1-ynyl)-1H-pyrrolo[2,3-c]pyridine-3-carboxylate